(R)-1-(5-chloro-3-fluoropyridin-2-yl)-4-(4-(difluoromethyl)benzyl)-3-(3-hydroxybicyclo[1.1.1]pentan-1-yl)piperazine-2,5-dione ClC=1C=C(C(=NC1)N1C([C@H](N(C(C1)=O)CC1=CC=C(C=C1)C(F)F)C12CC(C1)(C2)O)=O)F